((7R)-7-Amino-2-azabicyclo[2.2.1]heptan-2-yl)(2-(1-(cyclopropylmethyl)-1H-indol-2-yl)-3-methylbenzofuran-6-yl)methanone N[C@H]1C2N(CC1CC2)C(=O)C2=CC1=C(C(=C(O1)C=1N(C3=CC=CC=C3C1)CC1CC1)C)C=C2